γ-glycidoxypropyltrimethoxyzirconium C(C1CO1)OCCC[Zr](OC)(OC)OC